ClC=1C(=NC=C(C1)CC=1C(=NC2=CC=CC=C2C1)OC)CNC(OC(C)(C)C)=O tert-butyl ((3-chloro-5-((2-methoxyquinolin-3-yl)methyl)pyridin-2-yl)methyl)carbamate